CN(C1=CC=C(C=C1)[C@@H]1C2=C3CCCC=C3CC[C@H]2[C@@H]2CC[C@H]([C@@]2(C)C1)C#CC)C 11β-[p-(Dimethylamino)phenyl]-17α-(1-propynyl)estra-4,9-dien